3-(3-((2S,4S)-4-(1,3-dioxoisoindolin-2-yl)-2-methylpiperidin-1-yl)-4-nitrophenyl)isonicotinic acid O=C1N(C(C2=CC=CC=C12)=O)[C@@H]1C[C@@H](N(CC1)C=1C=C(C=CC1[N+](=O)[O-])C1=C(C(=O)O)C=CN=C1)C